N-(1-(4-fluorobenzyl)indolin-5-yl)azepane-1-sulfonamide FC1=CC=C(CN2CCC3=CC(=CC=C23)NS(=O)(=O)N2CCCCCC2)C=C1